2-(2-chloro-6-fluoro-1H-benzo[d]imidazol-1-yl)-N-methyl-N-(2,2,2-trifluoroethyl)acetamide ClC1=NC2=C(N1CC(=O)N(CC(F)(F)F)C)C=C(C=C2)F